{4-amino-2-[(2,2-difluoro-1,3-benzodioxol-5-yl)amino]-1,3-thiazol-5-yl}(4-chlorophenyl)methanone NC=1N=C(SC1C(=O)C1=CC=C(C=C1)Cl)NC1=CC2=C(OC(O2)(F)F)C=C1